4-(3-chloro-2-fluorophenyl)-7-(((1s,5r)-3-(oxetan-3-yl)-3-azabicyclo[3.1.0]hexane-1-yl)ethynyl)quinazoline-4,6-diamine ClC=1C(=C(C=CC1)C1(NC=NC2=CC(=C(C=C12)N)C#C[C@]12CN(C[C@@H]2C1)C1COC1)N)F